N1CC(C1)OC1=CC(=C(C(=C1)F)[C@@H]1C(NC(CC1)=O)=O)F (R)-3-(4-(azetidin-3-yloxy)-2,6-difluorophenyl)piperidine-2,6-dione